OC1(CN(C1)S(=O)(=O)N1C[C@H](CCC1)C(=O)N1[C@H](CCC1)C(=O)NCC1=CC=C(C=C1)C(F)(F)F)C(F)(F)F 1-(((3S)-1-((3-hydroxy-3-(trifluoromethyl)-1-azetidinyl)sulfonyl)-3-piperidinyl)carbonyl)-N-(4-(trifluoromethyl)benzyl)-D-prolinamide